CSCCC(C(=O)O)=O 4-Methylthio-2-oxobutyric acid